N[C@H]1CS(C2=C(N(C1=O)CC1=CC=C(C=C1)Cl)C=C(C(=C2)F)C2=NNC(=N2)CC)(=O)=O (3R)-3-amino-5-[(4-chlorophenyl)methyl]-7-(5-ethyl-1H-1,2,4-triazol-3-yl)-8-fluoro-1,1-dioxo-2,3-dihydro-1λ6,5-benzothiazepin-4-one